di-tert-butyl ((butane-1,4-diylbis(azanediyl))bis(pentane-1,3-diyl))dicarbamate C(CCCNCCC(CC)NC(OC(C)(C)C)=O)NCCC(CC)NC(OC(C)(C)C)=O